N-methyl-N-cyclohexyl-2-amino-3,5-dibromophenylmethane hydrochloride Cl.CN(C1=C(C=C(C=C1Br)Br)C)C1CCCCC1